5'-(4,4'-dimethoxytrityl)-N-isobutyryl-2'-deoxyguanosine COC1=CC=C(C(C2=CC=C(C=C2)OC)(C2=CC=CC=C2)C([C@@H]2[C@H](C[C@@H](O2)N2C=NC=3C(=O)NC(NC(C(C)C)=O)=NC23)O)O)C=C1